C(C1=CC=CC=C1)OC(=O)N[C@H](C(=O)N[C@H](C(=O)OC)C[C@H]1C(NCC1)=O)CC(C)C methyl (S)-2-((S)-2-(((benzyloxy)carbonyl)-amino)-4-methylpentanamido)-3-((S)-2-oxopyrrolidin-3-yl)propanoate